(5-phenyl-1,3,4-oxadiazol-2-yl)methanol C1(=CC=CC=C1)C1=NN=C(O1)CO